C(CCCCCCC\C=C/CCCCCC)C1(OC[C@@H](O1)CCCN(C)C)CCCCCCCC\C=C/CCCCCC 3-((S)-2,2-bis((Z)-hexadec-9-en-1-yl)-1,3-dioxolan-4-yl)-N,N-dimethylpropane-1-amine